(2R,4S)-7-fluoro-4-hydroxy-N-(3-{4-[5-(trifluoromethoxy)pyridin-2-yl]-1H-pyrazol-1-yl}bicyclo[1.1.1]pentan-1-yl)-6-(trifluoromethyl)-3,4-dihydro-2H-1-benzopyran-2-carboxamide FC1=CC2=C([C@H](C[C@@H](O2)C(=O)NC23CC(C2)(C3)N3N=CC(=C3)C3=NC=C(C=C3)OC(F)(F)F)O)C=C1C(F)(F)F